4-(2-chloro-4-benzoylthiophenyl)phenyldiphenylsulfonium tetrafluoroborate F[B-](F)(F)F.ClC1=C(C=CC(=C1)SC(C1=CC=CC=C1)=O)C1=CC=C(C=C1)[S+](C1=CC=CC=C1)C1=CC=CC=C1